5-difluoromethyl-3-(8,8-difluoro-7-oxo-5-trifluoromethylbicyclo[4.2.0]oct-1,3,5-triene-2-enyloxy)benznitrile FC(C=1C=C(C=C(C#N)C1)OC1=C=C=C2C(C(C2=C1C(F)(F)F)=O)(F)F)F